ammonium borohydride salt [BH4-].[NH4+]